[Si](C)(C)(C(C)(C)C)OC=1C=CC(=NC1)NC(=O)N1CCN(CCC1)C1=NC=C(C=C1)Cl N-[5-[(tert-butyldimethylsilyl)oxy]pyridin-2-yl]-4-(5-chloropyridin-2-yl)-1,4-diazepane-1-carboxamide